BrCC(=O)C12OCC(C1)(C2)NC(OC(C)(C)C)=O tert-butyl N-[1-(2-bromoacetyl)-2-oxabicyclo[2.1.1]hexan-4-yl]carbamate